(3R)-3-hydroxyarginine O[C@@H]([C@H](N)C(=O)O)CCNC(N)=N